N[C@H](CCC(=O)O)C(=O)C(C[C@H](N)C(=O)O)C[C@@H](N)C(=O)O γ-d-glutamyl-meso-diaminopimelic acid